N-[2-[[(2S)-2,6-diaminohexanoyl]amino]ethyl]-2-ethyl-4-[[3-[3-(trifluoromethyl)-1H-pyrazol-4-yl]imidazo[1,2-a]pyrazin-8-yl]amino]benzamide formate C(=O)O.N[C@H](C(=O)NCCNC(C1=C(C=C(C=C1)NC=1C=2N(C=CN1)C(=CN2)C=2C(=NNC2)C(F)(F)F)CC)=O)CCCCN